(4,4'-dimethoxytrityl)-N2-isobutyryl-2'-O-methoxyethyl-guanosine COC1=CC=C(C(C2=CC=C(C=C2)OC)(C2=CC=CC=C2)[C@@]2([C@H](OCCOC)[C@H](O)[C@@H](CO)O2)N2C=NC=3C(=O)NC(NC(C(C)C)=O)=NC23)C=C1